di-tert-pentoxy(iso-propylamino)silane C(C)(C)(CC)O[SiH](NC(C)C)OC(C)(C)CC